C1(CC=CC2=CC=CC=C12)=NC(CCC)[SiH](OC)OC N-naphthylidene-3-methyl-(dimethoxysilyl)propan-1-amine